COC([C@@H](N)CCO[C@@H]1C[C@H](C1)CCC1=NC=2NCCCC2C=C1)=O O-(trans-3-(2-(5,6,7,8-tetrahydro-1,8-naphthyridin-2-yl)ethyl)cyclobutyl)homoserine methyl ester